5-(4-methyl-1H-pyrazol-1-yl)-2-(7-(2,2,6,6-tetramethyl-1,2,3,6-tetrahydropyridin-4-yl)imidazo[1,2-a]pyrimidin-2-yl)pyridin-3-ol CC=1C=NN(C1)C=1C=C(C(=NC1)C=1N=C2N(C=CC(=N2)C=2CC(NC(C2)(C)C)(C)C)C1)O